N-(4-(ISOXAZOL-4-YL)PHENYL)-5,7-DIMETHYLPYRAZOLO[1,5-a]PYRIMIDINE-3-CARBOXAMIDE O1N=CC(=C1)C1=CC=C(C=C1)NC(=O)C=1C=NN2C1N=C(C=C2C)C